azobis(isobutyramidine) hydrochloride Cl.N(=NC(C(=N)N)(C)C)C(C(=N)N)(C)C